ClC=1C=C2C(C(=C(NC2=CC1OC)C)C1=CC=C(C=C1)C1=C(C=C(C=C1)C(F)(F)F)OC)=O 6-Chloro-7-methoxy-3-(2'-methoxy-4'-(trifluoromethyl)-[1,1'-biphenyl]-4-yl)-2-methylquinolin-4(1H)-one